5-(4-((5-morpholinopyridin-3-yl)methoxy)phenyl)-2-oxo-6-(trifluoromethyl)-1,2-dihydropyridine-3-carboxamide O1CCN(CC1)C=1C=C(C=NC1)COC1=CC=C(C=C1)C=1C=C(C(NC1C(F)(F)F)=O)C(=O)N